tert-Butyl (4-(5-chloro-3-((3S,4R)-3-hydroxy-4-(isopropyl(methyl)amino) pyrrolidin-1-yl)-7,9-dihydrofuro[3,4-f]quinazolin-6-yl)-3-cyano-7-fluorothieno[3,2-c]pyridin-2-yl)carbamate ClC1=C(C2=C(C=3C=NC(=NC13)N1C[C@@H]([C@@H](C1)N(C)C(C)C)O)COC2)C2=NC=C(C1=C2C(=C(S1)NC(OC(C)(C)C)=O)C#N)F